(2S)-5-bromo-2-(hydroxymethyl)-3,4-dihydro-2H-pyridine-1-carboxylic acid tert-butyl ester C(C)(C)(C)OC(=O)N1[C@@H](CCC(=C1)Br)CO